(R)-benzyl 2-(((benzyloxy)carbonyl)amino)-3-(4-methylquinoline-6-carboxamido)propanoate C(C1=CC=CC=C1)OC(=O)N[C@@H](C(=O)OCC1=CC=CC=C1)CNC(=O)C=1C=C2C(=CC=NC2=CC1)C